CC(=CCOC(C)=O)CCC=C(C)C (Z)-acetic acid 3,7-dimethyloct-2,6-dien-1-yl ester